1-methyl-3-(2-methylenebutyl)-5-nitro-benzimidazol-2-one CN1C(N(C2=C1C=CC(=C2)[N+](=O)[O-])CC(CC)=C)=O